(3aS,6aS)-5-methylhexahydropyrrolo[3,4-b]pyrrol CN1C[C@H]2NCC[C@H]2C1